tert-butyl rac-(3R,4S)-3,4-dihydroxy-3-(2-hydroxypropan-2-yl)piperidine-1-carboxylate O[C@@]1(CN(CC[C@@H]1O)C(=O)OC(C)(C)C)C(C)(C)O |r|